ClC1=CC(N(C2=NC(=C(C=C12)Cl)C1=C(C=CC=C1)F)C1=C(C=CC=C1)C(C)C)=O 4,6-dichloro-7-(2-fluorophenyl)-1-(2-isopropylphenyl)-1,8-naphthyridin-2(1H)-one